C(CCCCCC(C)C)OC(C)=O Acetic acid isononyl ester